methoxy-3-(propionyloxy)picolinic acid COC1=C(C(=NC=C1)C(=O)O)OC(CC)=O